rel-2-(2-(5-amino-1,3,4-oxadiazol-2-yl)piperidin-4-yl)-3,4-dichlorophenol NC1=NN=C(O1)C1NCCC(C1)C1=C(C=CC(=C1Cl)Cl)O